(4-bromopyridin-2-yl)-2-(4-methoxyphenyl)acetamide BrC1=CC(=NC=C1)C(C(=O)N)C1=CC=C(C=C1)OC